CN(C(=O)NCCCC)CCCCC N-methyl-N-pentylbutylurea